4-(benzyloxy)aniline C(C1=CC=CC=C1)OC1=CC=C(N)C=C1